COC=1N=C2C(=CC=NC2=CC1OC)OC1=C(C=C(C=C1)NC(=O)C=1C(N(N=CC1)C1=CC=C(C=C1)F)=O)F N-[4-[(6,7-Dimethoxy-1,5-naphthyridin-4-yl)oxy]-3-fluorophenyl]-2-(4-fluorophenyl)-3-oxopyridazine-4-carboxamide